BrC1=C(C2=C(N=C(S2)N(C(OC(C)(C)C)=O)CCC)C=C1)F tert-butyl (6-bromo-7-fluorobenzo[d]thiazol-2-yl)(propyl)carbamate